methyl 2-(1-((tert-butyldimethylsilyl)oxy)ethyl)isonicotinate [Si](C)(C)(C(C)(C)C)OC(C)C=1C=C(C(=O)OC)C=CN1